CN1C(=NC=C1C(=O)O)CN1C[C@H](CC1)N1C(N(C=2C1=NC=CC2)C2=CC=CC=C2)=O (S)-1-methyl-2-((3-(2-oxo-1-phenyl-1,2-dihydro-3H-imidazo[4,5-b]pyridin-3-yl)pyrrolidin-1-yl)methyl)-1H-imidazole-5-carboxylic acid